C1(CC1)C=1C=CC(=C(C1)O)C1=C2C(=C(N=N1)N[C@H]1CN(CCC1)C)C=NC=C2 5-cyclopropyl-2-(4-{[(3R)-1-methylpiperidin-3-yl]amino}pyrido[3,4-d]pyridazin-1-yl)phenol